C(C)(C)(C)OC(=O)NC(C(C(=O)OC)O)C methyl 3-((tert-butoxycarbonyl)amino)-2-hydroxybutanoate